C(C(=C)C)(=O)O.CNC(=O)OCC monomethyl-urethane methacrylate